1-(3-aminopropyl)-2,4-dimethylimidazole NCCCN1C(=NC(=C1)C)C